N-{4-[(7R)-3-anilino-7-(2,2-difluoroethyl)-5-methyl-4-oxo-4,5,6,7-tetrahydro-1H-pyrrolo[3,2-c]pyridin-2-yl]pyridin-2-yl}-2-(4-fluorophenyl)acetamide N(C1=CC=CC=C1)C1=C(NC2=C1C(N(C[C@H]2CC(F)F)C)=O)C2=CC(=NC=C2)NC(CC2=CC=C(C=C2)F)=O